4-(3-(4-(2-((3r,5s)-3,5-dimethylpiperazin-1-yl)ethoxy)-3-ethylphenyl)-4,4-dimethyl-5-oxo-2-thioxoimidazolidin-1-yl)-2-(trifluoromethyl)benzonitrile C[C@@H]1CN(C[C@@H](N1)C)CCOC1=C(C=C(C=C1)N1C(N(C(C1(C)C)=O)C1=CC(=C(C#N)C=C1)C(F)(F)F)=S)CC